COC(CNC(CC1=CC(OC2=CC(=CC=C12)OCC1=CC=C(C=C1)N=[N+]=[N-])=O)=O)=O (2-(7-((4-azidobenzyl)oxy)-2-oxo-2H-chromen-4-yl)acetyl)glycine methyl ester